chloro-N-(5-(2-hydroxy-2-methylpropoxy)-1,3,4-thiadiazol-2-yl)-5'-methoxy-6-methyl-(4,4'-bipyridine)-3-carboxamide ClC1=NC(=CC(=C1C(=O)NC=1SC(=NN1)OCC(C)(C)O)C1=CC=NC=C1OC)C